N-(2-(2-amino-6-cyclopropylamino-9H-purin-9-yl)ethyl)-1-methyl-5-acetyl-1H-pyrazole-3-carboxamide NC1=NC(=C2N=CN(C2=N1)CCNC(=O)C1=NN(C(=C1)C(C)=O)C)NC1CC1